Tert-butyl 4-(2-[4-[2-(2,6-dioxopiperidin-3-yl)-1-hydroxy-3-oxo-1H-isoindol-5-yl]piperazin-1-yl]ethyl)piperidine-1-carboxylate O=C1NC(CCC1N1C(C2=CC=C(C=C2C1=O)N1CCN(CC1)CCC1CCN(CC1)C(=O)OC(C)(C)C)O)=O